9-(2-Bromopyridin-4-yl)-9H-purin-2-amine BrC1=NC=CC(=C1)N1C2=NC(=NC=C2N=C1)N